2-(2-ethoxypyridin-3-yl)-1'-[4-fluoro-2-(trifluoromethyl)phenyl]-7-[[(2R)-pyrrolidin-2-yl]methyl]spiro[6,8-dihydro-1,7-naphthyridine-5,4'-piperidine] formate salt C(=O)O.C(C)OC1=NC=CC=C1C1=NC=2CN(CC3(CCN(CC3)C3=C(C=C(C=C3)F)C(F)(F)F)C2C=C1)C[C@@H]1NCCC1